O=C1N(CCC(N1)=O)C1=C(C=C(C=C1)C1CC2(C1)CN(CC2)CC=2C=C(C(=NC2)C=2C(=NC(=NC2)C2=NOC(=C2)C(=O)OC(C)(C)C)C)F)F tert-butyl 3-(5-(5-((2-(4-(2,4-dioxotetrahydropyrimidin-1(2H)-yl)-3-fluorophenyl)-6-azaspiro[3.4]octan-6-yl)methyl)-3-fluoropyridin-2-yl)-4-methylpyrimidin-2-yl)isoxazole-5-carboxylate